2-(7-fluoroindolin-6-yl)-N-(3-(4-fluoropiperidin-1-yl)propyl)benzo[d]imidazo[2,1-b]thiazole-7-carboxamide FC=1C(=CC=C2CCNC12)C=1N=C2SC3=C(N2C1)C=CC(=C3)C(=O)NCCCN3CCC(CC3)F